(2S,4R)-1-[(2S)-2-(2-{3-[2-(2-aminoethoxy)ethoxy]propoxy}acetamido)-3,3-dimethylbutanoyl]-4-hydroxy-N-{[4-(4-methyl-1,3-thiazol-5-yl)phenyl]methyl}pyrrolidine-2-carboxamide TFA salt OC(=O)C(F)(F)F.NCCOCCOCCCOCC(=O)N[C@H](C(=O)N1[C@@H](C[C@H](C1)O)C(=O)NCC1=CC=C(C=C1)C1=C(N=CS1)C)C(C)(C)C